2-[3-fluoro-4-(methylsulfanyl)phenyl]-7-(piperazin-1-yl)-4H-pyrido[1,2-a]pyrimidin-4-one FC=1C=C(C=CC1SC)C=1N=C2N(C(C1)=O)C=C(C=C2)N2CCNCC2